C(C1=CC=CC=C1)OC1=NC(=CC=C1C1=NN(C2=C(C=CC=C12)N1CCC(CC1)CN1C[C@H](N(CC1)C(=O)OC(C)(C)C)C)C)OCC1=CC=CC=C1 tert-butyl (R)-4-((1-(3-(2,6-bis(benzyloxy)pyridin-3-yl)-1-methyl-1H-indazol-7-yl)piperidin-4-yl)methyl)-2-methylpiperazine-1-carboxylate